NC1CCN(CC1)S(=O)(=O)C1=CC=C(C#N)C=C1 4-((4-Aminopiperidin-1-yl)sulfonyl)benzonitrile